adamantyl-phenoxy-1,2-dioxetane C12(CC3CC(CC(C1)C3)C2)C2(OOC2)OC2=CC=CC=C2